1-[4-[(1S,2S)-2-cycloheptyl-6-hydroxy-tetralin-1-yl]phenyl]piperidine-4-carbaldehyde C1(CCCCCC1)[C@H]1[C@H](C2=CC=C(C=C2CC1)O)C1=CC=C(C=C1)N1CCC(CC1)C=O